5-[(4R)-7,8-difluoro-4H-1,3-benzodioxin-4-yl]tetrahydrofuran-3,4-diol FC=1C=CC2=C(OCO[C@H]2C2C(C(CO2)O)O)C1F